diphenyl-2,4,6-trimethylphenylsulfonium p-toluenesulfonate CC1=CC=C(C=C1)S(=O)(=O)[O-].C1(=CC=CC=C1)[S+](C1=C(C=C(C=C1C)C)C)C1=CC=CC=C1